2-(4-(2-(4-cyano-2-fluorophenyl)benzo[d][1,3]dioxol-4-yl)-2,6-difluorobenzyl)-1-(2-methoxyethyl)-1H-benzo[d]imidazole-6-carboxylic acid C(#N)C1=CC(=C(C=C1)C1OC2=C(O1)C=CC=C2C2=CC(=C(CC1=NC3=C(N1CCOC)C=C(C=C3)C(=O)O)C(=C2)F)F)F